CN(C(C)(C)C1OCCN(C1)C=1C=CC(=NC1)NC=1C=CC(=C2CNC(C12)=O)C1=CN=C2N1C=CC(=C2)F)C 7-((5-(2-(2-(dimethylamino)-propan-2-yl)morpholino)pyridin-2-yl)amino)-4-(7-fluoroimidazo[1,2-a]pyridin-3-yl)isoindolin-1-one